(S)-2-(4-chlorophenyl)-1-((1R,5S)-3-((5R,7R)-7-fluoro-5-methyl-6,7-dihydro-5H-cyclopenta[d]pyrimidin-4-yl)-3,8-diazabicyclo[3.2.1]oct-8-yl)-3-(isopropylamino)propan-1-one ClC1=CC=C(C=C1)[C@H](C(=O)N1[C@H]2CN(C[C@@H]1CC2)C=2C1=C(N=CN2)[C@@H](C[C@H]1C)F)CNC(C)C